9-aminoanthracene NC=1C2=CC=CC=C2C=C2C=CC=CC12